C(C)(C)(C)OC(=O)N1C([C@H](C[C@H]1C(N(C)C1=CC(=C(C=C1)F)Cl)=O)O[Si](C)(C)C(C)(C)C)=O (3S,5S)-3-((tert-butyldimethylsilyl)oxy)-5-((3-chloro-4-fluoro-phenyl)(methyl)carbamoyl)-2-oxopyrrolidine-1-carboxylic acid tert-butyl ester